CN(C=1C=C(C=CC1)[C@@H]1N(CCCC1)C(C(=O)NC1=NC=CC=C1C(=O)N)=O)C [[2-[(2R)-2-[3-(dimethylamino)phenyl]-1-piperidyl]-2-oxo-acetyl]amino]pyridine-3-carboxamide